1H,4H,5H,6H,7H,8H-pyrrolo[2,3-c]azepin-8-one N1C=CC2=C1C(NCCC2)=O